C1(=CC=C(C=C1)CN1C=CC2=CC(=CC(=C12)C(=O)N[C@@H](C)C1=CC=C(C(=O)O)C=C1)C1=CC(=CC(=C1)F)F)C1=CC=CC=C1 (S)-4-(1-(1-([1,1'-biphenyl]-4-ylmethyl)-5-(3,5-difluorophenyl)-1H-indole-7-carboxamido)ethyl)benzoic acid